2,5-dicarboxy-terephthalic acid C(=O)(O)C1=C(C(=O)O)C=C(C(=C1)C(=O)O)C(=O)O